4-methylbenzenesulfinamide CC1=CC=C(C=C1)S(=O)N